Br[Zn]CC bromo(ethyl)zinc